N-(5-bromo-2-(2-hydroxy-3-(piperidin-1-yl)propoxy)pyridin-3-yl)methanesulfonamide BrC=1C=C(C(=NC1)OCC(CN1CCCCC1)O)NS(=O)(=O)C